C(=O)(O)CCSSCCC(=O)O 2-carboxyethyldisulfide